[Pb].[Cu].[Sn] tin-copper lead